(3-chloro-4-fluorophenyl)(4-(methylsulfonyl)-1-((2-(trimethylsilyl)ethoxy)methyl)-1H-imidazol-2-yl)methanone ClC=1C=C(C=CC1F)C(=O)C=1N(C=C(N1)S(=O)(=O)C)COCC[Si](C)(C)C